S(=O)(=O)(OC[C@H]([C@H]([C@@H]([C@H](C(=O)NCCCOCC(CCCC)CC)O)O)O)O)[O-].[Na+] sodium (2R,3R,4S,5R)-6-((3-((2-ethylhexyl)oxy) propyl)amino)-2,3,4,5-tetrahydroxy-6-oxohexyl sulfate